N,N-dimethylpropanecarboxamide CN(C(=O)CCC)C